prolyl-Tyrosine N1[C@@H](CCC1)C(=O)N[C@@H](CC1=CC=C(C=C1)O)C(=O)O